Cl.[N+](=O)([O-])C1=C(C)C(=CC(=C1)[N+](=O)[O-])[N+](=O)[O-] 2,4,6-trinitrotoluene hydrochloride